C(C(O)CC(=O)O)(=O)O.N[C@@H](CCO)C (R)-3-amino-1-butanol malate salt